ClC1=NC(=CC(=N1)NC1=CC(=NN1)C)Cl 2,6-dichloro-N-(3-methyl-1H-pyrazol-5-yl)pyrimidin-4-amine